BrC1=C(C=NN1C1CCN(CC1)C(=O)OC(C)(C)C)CNC1=C2C(N(C(C2=CC=C1)=O)C1C(NC(CC1)=O)=O)=O tert-butyl 4-[5-bromo-4-[[[2-(2,6-dioxo-3-piperidyl)-1,3-dioxo-isoindolin-4-yl]amino]methyl]pyrazol-1-yl]piperidine-1-carboxylate